C(#N)[C@H](CC1=CC=C(C=C1)C1=CC(=CC=C1)OS(=O)(=O)C)NC(=O)[C@H]1OCCCN(C1)C(=O)OC(C)(C)C tert-Butyl (2S)-2-{[(1S)-1-cyano-2-{3'-[(methylsulfonyl)oxy]biphenyl-4-yl}ethyl]carbamoyl}1,4-oxazepane-4-carboxylate